N-((5-(4-amino-7-(cis-3-(azetidin-1-ylmethyl)cyclobutyl)-7H-pyrrolo[2,3-d]pyrimidin-5-yl)pyridin-3-yl)methyl)methanesulfonamide NC=1C2=C(N=CN1)N(C=C2C=2C=C(C=NC2)CNS(=O)(=O)C)[C@@H]2C[C@@H](C2)CN2CCC2